[N+](=O)([O-])C=1C=CC=C2C(=CC=NC12)N1CCNCC1 8-Nitro-4-(piperazin-1-yl)quinoline